dinitrobenzidine-2,2'-disulfonic acid [N+](=O)([O-])NC=1C(=C(C(=CC1)C=1C(=CC(N)=CC1)S(=O)(=O)O)S(=O)(=O)O)[N+](=O)[O-]